[4-({4-[4-(tert-butoxycarbonylamino-methyl)-phenylcarbamoyl]-cis-cyclohexanecarbonyl}-amino)-benzyl]-carbamic acid tert-butyl ester C(C)(C)(C)OC(NCC1=CC=C(C=C1)NC(=O)[C@@H]1CC[C@@H](CC1)C(NC1=CC=C(C=C1)CNC(=O)OC(C)(C)C)=O)=O